1-chloro-3-ethyl-amino-5-isopropylamino-2,4,6-triazine ClC1=NC(=NC(=N1)N(C(C)C)N)CC